ClC1=CC(=C(N=N1)C(=O)NC(F)(F)F)NC1=C(C(=CC=C1)C1=NN(C=N1)C)OC 6-chloro-4-{[2-methoxy-3-(1-methyl-1H-1,2,4-triazol-3-yl)phenyl]amino}-N-(trifluoromethyl)pyridazine-3-carboxamide